C(#N)C=1N(C=2CCCCC2C1)C 2-cyano-1-methyl-1,5,6,7-tetrahydro-4H-indole